(S)-methyl 3-bromo-1-(2-((tert-butoxycarbonyl) amino)-3-methoxy-3-oxopropyl)-1H-pyrazole-5-carboxylate BrC1=NN(C(=C1)C(=O)OC)C[C@@H](C(=O)OC)NC(=O)OC(C)(C)C